N-(1-((1r,4r)-4-(((3-aminopropyl)(methyl)amino)methyl)cyclohexyl)-3-(difluoromethyl)-1H-pyrazol-4-yl)-2-(2-((cyclopropylmethyl)amino)pyridin-4-yl)oxazole-4-carboxamide NCCCN(C)CC1CCC(CC1)N1N=C(C(=C1)NC(=O)C=1N=C(OC1)C1=CC(=NC=C1)NCC1CC1)C(F)F